2-(2-((3R,4R)-3-amino-4-fluoropiperidin-1-yl)-5-fluoro-1H-benzo[d]imidazol-1-yl)-N,N-dimethylacetamide N[C@@H]1CN(CC[C@H]1F)C1=NC2=C(N1CC(=O)N(C)C)C=CC(=C2)F